N(=[N+]=[N-])[P] Azidophosphorus